CCCCCCCCCCCCCCCC/C=C\OC[C@H](COP(=O)([O-])OCC[N+](C)(C)C)OC(=O)CCCCCCCCCCCCC/C=C\CCCCCCCC 1-(1Z-octadecenyl)-2-(15Z-tetracosenoyl)-sn-glycero-3-phosphocholine